3-[[6-(1,4-oxazepane-4-carbonyl)-1-(2,2,2-trifluoroethyl)pyrazolo[4,3-c]pyridin-3-yl]amino]-1H-pyridin-2-one O1CCN(CCC1)C(=O)C1=CC2=C(C=N1)C(=NN2CC(F)(F)F)NC=2C(NC=CC2)=O